C(#N)C1=C(C(=CC=C1)C(F)(F)F)C1=CC=C2C(=CN(C2=C1)CC(C)(C)C)[C@@H](C(F)F)NS(=O)C(C)(C)C N-((S)-1-(6-(2-cyano-6-(trifluoromethyl)phenyl)-1-neopentyl-1H-indol-3-yl)-2,2-difluoroethyl)-2-methylpropane-2-sulfinamide